NN1N=CC=C1C(=O)[O-] 1-amino-1H-Pyrazole-5-carboxylate